1-ethylhexyl 9-[[9-(1-ethylhexoxy)-9-oxo-nonyl]-(3-hydroxypropyl)amino]nonanoate C(C)C(CCCCC)OC(CCCCCCCCN(CCCCCCCCC(=O)OC(CCCCC)CC)CCCO)=O